ClCC(C[C@]1(N([C@@H]([C@H](C1)OC(C1=CC=C(C=C1)[N+](=O)[O-])=O)C)C(=O)OC(C)(C)C)C(=O)OC)=C 1-(tert-butyl) 2-methyl (2R,4S,5R)-2-(2-(chloromethyl)allyl)-5-methyl-4-((4-nitrobenzoyl)oxy)pyrrolidine-1,2-dicarboxylate